fluoro-2'-deoxyuridine triethylamine salt C(C)N(CC)CC.F[C@@]1(C[C@H](O)[C@@H](CO)O1)N1C(=O)NC(=O)C=C1